3-(cyclopentylmethoxy)-N-(3-(piperidine-1-carbonyl)phenyl)benzamide C1(CCCC1)COC=1C=C(C(=O)NC2=CC(=CC=C2)C(=O)N2CCCCC2)C=CC1